(R)-(1-(4-fluorophenyl)-6-((5-(pyrrolidin-1-yl)pyridin-3-yl)sulfonyl)-4,4a,5,6,7,8-hexahydro-1H-pyrazolo[3,4-g]isoquinolin-4a-yl)(thiazol-2-yl)methanone FC1=CC=C(C=C1)N1N=CC2=C1C=C1CCN(C[C@]1(C2)C(=O)C=2SC=CN2)S(=O)(=O)C=2C=NC=C(C2)N2CCCC2